4-(2-fluorophenoxy)aniline FC1=C(OC2=CC=C(N)C=C2)C=CC=C1